Methyl (S,E)-5-((tert-butyldimethylsilyl)oxy)-8-(4-((R,E)-3-((tertbutyldimethylsilyl)oxy)pent-1-en-1-yl)phenyl)oct-6-enoate [Si](C)(C)(C(C)(C)C)O[C@@H](CCCC(=O)OC)\C=C\CC1=CC=C(C=C1)\C=C\[C@@H](CC)O[Si](C)(C)C(C)(C)C